tert-butyl 2-(5-((5-chloro-4-(3-(piperidin-1-yl)phenyl)pyrimidin-2-yl)amino)pyridin-3-yl)-1-oxo-2,8-diazaspiro[4.5]decane-8-carboxylate ClC=1C(=NC(=NC1)NC=1C=C(C=NC1)N1C(C2(CC1)CCN(CC2)C(=O)OC(C)(C)C)=O)C2=CC(=CC=C2)N2CCCCC2